C(C1=CC=CC=C1)C(C(=O)O)C (2-benzyl)propionic acid